FC=1C=C(CC=2C=CC(=NC2)C2=NN=C3N2C=C(C=C3)C(=O)N)C=CC1F (5-(3,4-difluorobenzyl)pyridin-2-yl)-[1,2,4]triazolo[4,3-a]pyridine-6-carboxamide